3-(3-(4-((pyrimidin-2-yloxy)methyl)phenoxy)azetidin-1-yl)-2-(1H-pyrrol-1-yl)benzoic acid N1=C(N=CC=C1)OCC1=CC=C(OC2CN(C2)C=2C(=C(C(=O)O)C=CC2)N2C=CC=C2)C=C1